C1(CC1)S(=O)(=O)N1N=CC(=C1)C=1SC(=CN1)NC1=NC2=C(C=CC(=C2C=N1)N1CC(C1)CS(=O)(=O)C)C(C)C 2-(1-(cyclopropylsulfonyl)-1H-pyrazol-4-yl)-N-(8-isopropyl-5-(3-((methanesulfonyl)methyl)azetidin-1-yl)quinazolin-2-yl)thiazol-5-amine